(2s,4r)-1-((2-bromo-[1,1'-biphenyl]-3-yl)methoxy)-4-methoxy-6-(pyridin-3-ylmethoxy)pyrimidine-5-carbaldehyde BrC1=C(C=CC=C1CON1CN=C(C(=C1OCC=1C=NC=CC1)C=O)OC)C1=CC=CC=C1